N=1N=C(N2C1C=CC=C2)NC(CNC2CCN(CC2)C2=C(C=CC=C2)C#N)=O N-([1,2,4]triazolo[4,3-a]pyridin-3-yl)-2-((1-(2-cyanophenyl)piperidin-4-yl)amino)acetamide